2,5-difluoro-4-(6-fluoropyridin-3-yl)aniline tert-butyl-((1S,3R)-3-(2-(2-fluorophenyl)-6-(2H-1,2,3-triazol-2-yl)-1H-imidazo[4,5-c]pyridin-1-yl)cyclohexyl)carbamate C(C)(C)(C)N(C(O)=O)[C@@H]1C[C@@H](CCC1)N1C(=NC=2C=NC(=CC21)N2N=CC=N2)C2=C(C=CC=C2)F.FC2=C(N)C=C(C(=C2)C=2C=NC(=CC2)F)F